FC(C1=NC=C(C#N)C=C1)(OC1=CC=C(C=C1)F)F 6-(difluoro(4-fluorophenoxy)methyl)nicotinonitrile